C(=O)C=1C(=NC=C(C(=O)N)C1)C=1C=NC(=NC1)C(F)(F)F 5-Formyl-6-(2-(trifluoromethyl)pyrimidin-5-yl)nicotinamide